tert-butyl-(2S)-2-{[(1S)-1-cyano-2-[4-(3-methyl-2-oxo-2,3-dihydro-1,3-benzoxazol-5-yl)phenyl]ethyl]-carbamoyl}-6-methoxy-1,4-oxazepane-4-carboxylate C(C)(C)(C)OC(=O)N1C[C@H](OCC(C1)OC)C(N[C@@H](CC1=CC=C(C=C1)C=1C=CC2=C(N(C(O2)=O)C)C1)C#N)=O